C(C)(C)(C)NC1=CC(=C2C(=N1)C=C(S2)C2=CC=NN2C2OCCCC2)NCC=2N=CN(C2)C N5-tert-butyl-N7-((1-methyl-1H-imidazol-4-yl)methyl)-2-(1-(tetrahydro-2H-pyran-2-yl)-1H-pyrazol-5-yl)thieno[3,2-b]pyridine-5,7-diamine